CN1CC2=CC(=CC=C2CC1)N1C(NC(CC1)=O)=O 1-(2-methyl-1,2,3,4-tetrahydroisoquinolin-7-yl)dihydropyrimidine-2,4(1H,3H)-dione